Cl.BrC1=CC=C2[C@@H](COC(C2=C1)C)NC (4S)-7-bromo-N,1-dimethylisochroman-4-amine hydrochloride